CN(C(=O)C=1C=C(C=CC1)B1OC(C)(C)C(C)(C)O1)C 3-(N,N-dimethylaminocarbonyl)phenylboronic acid pinacol ester